4'-Chloro-4,4-dimethyl-3,4,5,6-tetrahydro-[1,1'-biphenyl]-2-carboxaldehyde ClC1=CC=C(C=C1)C1=C(CC(CC1)(C)C)C=O